FC=1C(=CC2=C(N(C(N2C)=O)C2C(N(C(CC2)=O)CC2=CC=C(C=C2)OC)=O)C1)N1CCC(CC1)CN1CCN(CC1)C(=O)OC(C)(C)C Tert-butyl 4-[[1-[6-fluoro-1-[1-[(4-methoxyphenyl)methyl]-2,6-dioxo-3-piperidyl]-3-methyl-2-oxo-benzimidazol-5-yl]-4-piperidyl]methyl]piperazine-1-carboxylate